OC[C@@H]1N(C[C@@H]2N(C1=O)[C@H](C(NC2)=O)CC(C)C)CCCC(C)C (3S,6S,9aR)-3-(hydroxymethyl)-6-isobutyl-2-(4-methylpentyl)hexahydro-4H-pyrazino[1,2-a]pyrazine-4,7(6H)-dione